C(C)C1=C(N=C(S1)C)OC1CC(N(CC1)CC)(C)C Ethyl-4-((1-ethyl-2,2-dimethylpiperidin-4-yl)oxy)-2-methylthiazole